6-(3-chlorophenyl)-2-methyl-N-{(1S)-1-[3-(methyloxy)phenyl]ethyl}pyrimidin-4-amine ClC=1C=C(C=CC1)C1=CC(=NC(=N1)C)N[C@@H](C)C1=CC(=CC=C1)OC